Cl.CC1(CCC1)C12CNCC2C1C(=O)N (methylcyclobutyl)-3-azabicyclo[3.1.0]hexane-6-carboxamide hydrochloride